3-(6-(pyrrolidin-3-ylamino)pyridin-2-yl)imidazo[1,2-a]pyrazin N1CC(CC1)NC1=CC=CC(=N1)C1=CN=C2N1C=CN=C2